benzotriazol-1-yloxy-trispyrrolidinophosphonium N1(N=NC2=C1C=CC=C2)O[P+](N2CCCC2)(N2CCCC2)N2CCCC2